2,5-dioxopyrrolidin-1-yl 2-(4-(2-(tosyloxy)pyridin-4-yl)phenyl)acetate S(=O)(=O)(C1=CC=C(C)C=C1)OC1=NC=CC(=C1)C1=CC=C(C=C1)CC(=O)ON1C(CCC1=O)=O